FC1=C(C(=CC(=C1)C(=O)C1=CC=C2C(=CC=CN12)C=1C(=C2C=NN(C2=CC1C(F)(F)F)C)OC)F)NC(\C=C\CNC1CCC(CC1)OC)=O Racemic-(E)-N-(2,6-difluoro-4-(8-(4-methoxy-1-methyl-6-(trifluoromethyl)-1H-indazol-5-yl)indolizine-3-carbonyl)phenyl)-4-(((1r,4r)-4-methoxycyclohexyl)amino)but-2-enamide